12-[3-(9H-carbazol-9-yl)phenyl]-5,12-dihydro-5-phenyl-indolo[3,2-a]carbazole C1=CC=CC=2C3=CC=CC=C3N(C12)C=1C=C(C=CC1)N1C2=CC=CC=C2C2=CC=C3C(=C12)C1=CC=CC=C1N3C3=CC=CC=C3